C(C=C)C=1C(=C(O)C=CC1C(C)(C)C1=CC=C(C=C1)O)CC=C bisallyl-bisphenol A